(R)-7-((1-(4,4-difluoropiperidin-1-yl)-1-oxopropan-2-yl)oxy)-4-(o-tolyl)isoquinolin-1(2H)-one FC1(CCN(CC1)C([C@@H](C)OC1=CC=C2C(=CNC(C2=C1)=O)C1=C(C=CC=C1)C)=O)F